2-(azepane-1-yl)-N-(1-isopropylpiperidine-4-yl)-6-methoxy-7-(4-(pyrrolidine-1-yl)but-1-yn-1-yl)quinazolin-4-amine N1(CCCCCC1)C1=NC2=CC(=C(C=C2C(=N1)NC1CCN(CC1)C(C)C)OC)C#CCCN1CCCC1